F[C@H]1CN(CC[C@H]1OC[C@H](C)O)C1=NC=CC(=N1)NC=1N=CC2=C(C=CC(=C2C1)C(C)C)N1[C@@H]([C@H](C1)CS(=O)(=O)C)C (2S)-1-{[(3S,4R)-3-fluoro-1-[4-({8-[(2R,3S)-3-(methanesulfonyl-methyl)-2-methylazetidin-1-yl]-5-(propan-2-yl)isoquinolin-3-yl}amino)pyrimidin-2-yl]piperidin-4-yl]oxy}propan-2-ol